6-(3-chloro-4-isopropoxyphenyl)pyrimidine-4-carboxylic acid ClC=1C=C(C=CC1OC(C)C)C1=CC(=NC=N1)C(=O)O